5-(diethoxyphosphoryl)-1-phenyl-4,5-dihydro-1H-pyrazole-3-carboxylic acid ethyl ester C(C)OC(=O)C1=NN(C(C1)P(=O)(OCC)OCC)C1=CC=CC=C1